methyl 2-(2-chloro-5-methoxypyrimidin-4-yl)-2-(4-(1-methyl-4-(trifluoromethyl)-1H-imidazol-2-yl)phenyl)propanoate ClC1=NC=C(C(=N1)C(C(=O)OC)(C)C1=CC=C(C=C1)C=1N(C=C(N1)C(F)(F)F)C)OC